SCSC(SCSC1SCSC(C1)SCS)CC(SCS)SCS 4-(3,5-bis(mercaptomethylthio)-7-mercapto-2,6-dithiaheptylthio)-6-mercaptomethylthio-1,3-dithiane